[N+](=O)([O-])C1=CC=C(C=C1)C1=NN(C2=NC=NC(=C21)N)C2COC2 3-(4-nitrophenyl)-1-(oxetan-3-yl)-1H-pyrazolo[3,4-d]pyrimidin-4-amine